C(C)C(CNCC(CCCC)CC)CCCC N,N-bis(2-ethylhexyl)amine